C1(CC1)C=1C=C(C(=O)N=C2NCCN2)C=CC1OC1=C(C=CC=C1)C(NCCC(C)C)=O 3-cyclopropyl-N-[(2E)-imidazolidin-2-ylidene]-4-{2-[(3-methylbutyl)carbamoyl]phenoxy}benzamide